Edetate Sodium Hydrate O.[Na+].C(N(CC(=O)[O-])CC(=O)[O-])CN(CC(=O)[O-])CC(=O)[O-].[Na+].[Na+].[Na+]